ClC1=C(C=CC=C1)CNS(=O)(=O)C1=CC=C(C=C1)NC(NCC=1C=NC=CC1)=O 3-(4-{[(2-chlorophenyl)methyl]sulfamoyl}phenyl)-1-(pyridin-3-ylmethyl)urea